IC1=NNC2=NC(=NC=C21)C 3-iodo-6-methyl-1H-pyrazolo[3,4-d]pyrimidine